NC=1C=CC(=C(C(=O)OC)C1)C=1C=NN(C1)[C@H](C)CC Methyl 5-amino-2-{1-[(2R)-butan-2-yl]-1H-pyrazol-4-yl}benzoate